O1C(CC1)C1=CC=C(C=C1)C(C)O 1-(4-(oxetan-2-yl)phenyl)ethan-1-ol